COC(C[C@H](NC(=O)OC(C)(C)C)C1=CC=C(C=C1)Br)=O (S)-3-(4-bromophenyl)-3-((tert-butoxycarbonyl)amino)propanoic acid methyl ester